FC1=C(C=CC(=C1)SC)NC=1N(C(C(=C2CCNC(C12)=O)C)=O)C 8-((2-fluoro-4-(methylsulfanyl)phenyl)amino)-5,7-dimethyl-3,4-dihydro-2,7-naphthyridine-1,6(2h,7h)-dione